(2R,3R,4R,5R)-2-(Acetoxymethyl)-5-(6-chloro-4-(methoxyamino)-1H-pyrazolo[3,4-d]pyrimidin-1-yl)tetrahydrofuran-3,4-diacetic acid C(C)(=O)OC[C@@H]1O[C@H]([C@@H]([C@H]1CC(=O)O)CC(=O)O)N1N=CC=2C1=NC(=NC2NOC)Cl